ClC=1C=C(C=C(C1OC1=C2N=CN(C2=NC=N1)C)Cl)NN 2-(3,5-dichloro-4-((9-methyl-9H-purin-6-yl)oxy)phenyl)hydrazine